C(#N)C1=C(OC2=CC=C3N=CC(=NC3=C2)[C@@H]2COC3(C2)CCNCC3)C(=CC=C1NS(N(C)CCO)(=O)=O)F (3R)-3-[7-[2-cyano-6-fluoro-3-[[2-hydroxyethyl(methyl)sulfamoyl]amino]phenoxy]quinoxalin-2-yl]-1-oxa-8-azaspiro[4.5]decane